2,3-Dichlorophenyl 2,4,6-tri-O-acetyl-3-azido-3-deoxy-1-thio-α-D-galactopyranoside C(C)(=O)O[C@H]1[C@@H](SC2=C(C(=CC=C2)Cl)Cl)O[C@@H]([C@@H]([C@@H]1N=[N+]=[N-])OC(C)=O)COC(C)=O